ClC(C1=NC(=NO1)C1=CC=C(C=C1)P(OCC)(=O)NCC(C)(C)C)(F)F ethyl P-(4-(5-(chlorodifluoromethyl)-1,2,4-oxadiazol-3-yl)phenyl)-N-neopentylphosphonamidate